C(=CCCCC)C(=O)[O-] HEXENYL-3-CIS-FORMATE